ClC1=C2C=3C(=NC=NC3C=C1C1=C(C(=CC(=N1)N)C)C(F)(F)F)N(CCO2)CC=2C=NC=CC2 6-(8-chloro-4-(pyridin-3-ylmethyl)-5,6-dihydro-4H-[1,4]oxazepino[5,6,7-de]quinazolin-9-yl)-4-methyl-5-(trifluoromethyl)pyridin-2-amine